2-(methylthio)pyrido[2,3-d]Pyrimidine CSC=1N=CC2=C(N1)N=CC=C2